8-fluoro-3,3-dimethyl-5-trifluoromethyl-3,4-dihydro-1H-quinoxaline-2-thione FC=1C=CC(=C2NC(C(NC12)=S)(C)C)C(F)(F)F